C(C=C)(=O)[O-].CN(C(=[NH2+])N(C)C)C 1,1,3,3-tetramethylguanidinium acrylate